3-(3,4-dihydroisoquinolin-2(1H)-yl)-5-iodo-N,N-dimethylaniline C1N(CCC2=CC=CC=C12)C=1C=C(N(C)C)C=C(C1)I